C(CCCCCCC)(=O)O.C(CCCCCCC)(=O)O.OCC(O)CO.OCC(O)CO diglycerin dicaprylate